(S)-N-(1-(4-(1-naphthoyl)piperazin-1-yl)-6-acrylamido-1-oxohexan-2-yl)-4-fluorobenzamide C1(=CC=CC2=CC=CC=C12)C(=O)N1CCN(CC1)C([C@H](CCCCNC(C=C)=O)NC(C1=CC=C(C=C1)F)=O)=O